methyl (2S)-2-(((2-(3-chlorophenyl)-2,2-difluoro-1-phenylethoxy)carbonyl)amino)-4-methylhexanoate ClC=1C=C(C=CC1)C(C(OC(=O)N[C@H](C(=O)OC)CC(CC)C)C1=CC=CC=C1)(F)F